CC1(OC[C@@H](O1)C1C(C2C(OC(O2)(C)C)O1)N)C 5-((R)-2,2-dimethyl-1,3-dioxolane-4-yl)-2,2-dimethyltetrahydrofuro[2,3-d][1,3]dioxolane-6-amine